OCCCCCCCC(=O)[NH-] N-hydroxyoctanoyl-amide